Cl.NCCN(CCC(=O)OC)C=1C=NN2C1N=CC(=C2)C=2C=NN(C2)C methyl 3-((2-aminoethyl)(6-(1-methyl-1H-pyrazol-4-yl)pyrazolo[1,5-a]pyrimidin-3-yl)amino)propanoate hydrochloride